C(C)(C)(C)OC(=O)N1C(CC(C(C1)C)NC1=CC=C(C=C1)C(F)(F)F)C (+/-)-tert-butyl-2,5-Dimethyl-4-((4-(trifluoromethyl)phenyl)amino)piperidine-1-carboxylate